(((((2S,3S,4R,5R)-5-(5-chloro-7-(((R)-2,3-dihydro-1H-inden-1-yl)amino)-3H-[1,2,3]triazolo-[4,5-b]pyridin-3-yl)-3,4-dihydroxytetrahydrofuran-2-yl)-methoxy)sulfonyl)methyl)phosphonic acid ClC1=CC(=C2C(=N1)N(N=N2)[C@H]2[C@@H]([C@@H]([C@@H](O2)COS(=O)(=O)CP(O)(O)=O)O)O)N[C@@H]2CCC1=CC=CC=C21